6,6'-bichinolin N1=CC=CC2=CC(=CC=C12)C=1C=C2C=CC=NC2=CC1